C(C)(=O)N1NCCC1C1=CC=CC2=CC=CC=C12 1-acetyl-5-naphthylpyrazolidine